tert-butyl (S)-3-(2-bromo-6-chloropyridin-4-yl)piperazine-1-carboxylate BrC1=NC(=CC(=C1)[C@H]1CN(CCN1)C(=O)OC(C)(C)C)Cl